((1,5-bis(tetradecyloxy)-1,5-dioxopentan-2-yl)amino)-4-oxobutanoic acid C(CCCCCCCCCCCCC)OC(C(CCC(=O)OCCCCCCCCCCCCCC)NC(C(=O)O)CC=O)=O